FC1(COCCC1)C(=O)NC=1SC(=CN1)C=1C=C2C=C(N=NC2=CC1)C 3-fluoro-N-(5-(3-methylcinnolin-6-yl)thiazol-2-yl)tetrahydro-2H-pyran-3-carboxamide